3-acetyl-8-bromo-5-chloro-2-(((2-methyl-6-(trifluoromethyl)pyridin-3-yl)methyl)sulfinyl)quinolin-4(1H)-one C(C)(=O)C1=C(NC2=C(C=CC(=C2C1=O)Cl)Br)S(=O)CC=1C(=NC(=CC1)C(F)(F)F)C